meta-xylene diacrylate C(C=C)(=O)O.C(C=C)(=O)O.C1(=CC(=CC=C1)C)C